C(C)(=O)OCC=C[N+](=O)[O-] nitroallyl acetate